Di-tert-butyl (S)-5-(2-(4-(5-chloro-2-(1H-tetrazol-1-yl) phenyl)-2,3-dioxopiperazin-1-yl)-3-(4-((N,N-dimethylsulfamoyl) amino) phenyl) propionamido)-1H-indole-1,2-dicarboxylate ClC=1C=CC(=C(C1)N1C(C(N(CC1)[C@H](C(=O)NC=1C=C2C=C(N(C2=CC1)C(=O)OC(C)(C)C)C(=O)OC(C)(C)C)CC1=CC=C(C=C1)NS(N(C)C)(=O)=O)=O)=O)N1N=NN=C1